3-(4-((1R,5S)-3,8-diazabicyclo[3.2.1]octan-3-yl)-2-(((2R,7aS)-2-fluorotetrahydro-1H-pyrrolizin-7a(5H)-yl)methoxy)quinazolin-7-yl)-4-chloro-2-fluorophenol [C@H]12CN(C[C@H](CC1)N2)C2=NC(=NC1=CC(=CC=C21)C=2C(=C(C=CC2Cl)O)F)OC[C@]21CCCN1C[C@@H](C2)F